2-(4-(3-(1-(5-ethoxypyrimidin-2-yl)piperidin-4-yl)propoxy)-2-fluorophenyl)-1-(3-(hydroxymethyl)azetidin-1-yl)ethan-1-one C(C)OC=1C=NC(=NC1)N1CCC(CC1)CCCOC1=CC(=C(C=C1)CC(=O)N1CC(C1)CO)F